6-(2,2,2-trifluoro-1-(methylimino)ethyl)pyridazin-3-amine FC(C(=NC)C1=CC=C(N=N1)N)(F)F